[Ge](Cl)Cl.C(CCC)[NH3+] N-butyl-ammonium germanium (II) chloride